BrC1=CN=C2N1C=C(C=C2C)C(=O)N(C)C2=CC(=C(C=C2)C#N)OC 3-bromo-N-(4-cyano-3-methoxy-phenyl)-N,8-dimethyl-imidazo[1,2-a]pyridine-6-carboxamide